C(C1=CC=CC=C1)OC(=O)N1CC(C1)C(C=[N+]=[N-])=O 3-(2-Diazoacetyl)azetidine-1-carboxylic acid benzyl ester